N1=C(C=CC2=CC=CC=C12)C(=O)[O-].[Cu+2].C1(=CC=CC=C1)C1=C(C(=C(C2=C1SC1=C2C=CC=C1)C1=NN=NC(=C1C1=C(C(=CC=2C3=CC=CC=C3CC12)C)C)C1=CC=CC=C1)C1=CC=CC=C1)C1=C(C(=CC=2C3=CC=CC=C3CC12)C)C.N1=C(C=CC2=CC=CC=C12)C(=O)[O-] phenyl(dimethylfluorenyl)Phenyl[phenyl(dimethylfluorenyl)triazinyl]dibenzothiophene Copper Quinolate